2-hydrazono-6-methyl-2,3-dihydro-benzothiazole N(N)=C1SC2=C(N1)C=CC(=C2)C